2,6-dimethyl-1-piperazineethanamine CC1N(C(CNC1)C)CCN